BrC=1C=C(C=2C(=CNC2C1)SC1=CC=C(C=C1)C(F)(F)F)C(=O)NC1CC2(CC(C2)C(=O)O)C1 (±)-6-(6-bromo-3-((4-(trifluoromethyl)phenyl)thio)-1H-indole-4-carboxamido)spiro-[3.3]heptane-2-carboxylic acid